7-(3-(difluoromethoxy)-5-fluorophenyl)-1-((3-(trifluoromethyl)phenyl)sulfonyl)-1,2,3,4-tetrahydroquinoxaline FC(OC=1C=C(C=C(C1)F)C1=CC=C2NCCN(C2=C1)S(=O)(=O)C1=CC(=CC=C1)C(F)(F)F)F